Cl.NC1=CN(C2=C1C(N(C=C2)CC)=O)C 3-Amino-5-ethyl-1-methyl-1H-pyrrolo[3,2-c]pyridin-4(5H)-one hydrochloride